O1CCN(CC1)C(C(=O)N)=O 2-morpholino-2-oxoacetamide